C[C@@H]1N(CC1)C1=NC(=CC(=N1)N1CCC(CC1)OCC(=O)N1CCNCC1)C(F)(F)F (S)-2-((1-(2-(2-methylazetidin-1-yl)-6-(trifluoromethyl)pyrimidin-4-yl)piperidin-4-yl)oxy)-1-(piperazin-1-yl)ethan-1-one